ClC=1C=C(C=C(C1)F)N[C@@H](C(=O)O)CC=C (R)-2-(3-chloro-5-fluoro-phenylamino)-pent-4-enoic acid